2-(((R)-2-amino-3-methylbutyl)amino)-N-methyl-5-nitro-2,3-dihydro-1H-indene-2-Formamide N[C@@H](CNC1(CC2=CC=C(C=C2C1)[N+](=O)[O-])C(=O)NC)C(C)C